3-methyl-7-(1-methylpiperidin-3-yl)pyrido[3,4-d]pyridazin-4(3H)-one CN1N=CC2=C(C1=O)C=NC(=C2)C2CN(CCC2)C